(S)-N-(4-(1-Acetyl-2-methyl-1,2,3,4-tetrahydroquinolin-6-yl)phenyl)-2-aminoacetamide C(C)(=O)N1[C@H](CCC2=CC(=CC=C12)C1=CC=C(C=C1)NC(CN)=O)C